4-(2,4-dimethoxy-3-methylphenyl)-3-methyl-4-oxobutanoic acid methyl ester COC(CC(C(=O)C1=C(C(=C(C=C1)OC)C)OC)C)=O